dioctyltin dilaurate dilaurate C(CCCCCCCCCCC)(=O)[O-].C(CCCCCCCCCCC)(=O)[O-].C(CCCCCCCCCCC)(=O)[O-].C(CCCCCCCCCCC)(=O)[O-].C(CCCCCCC)[Sn+4]CCCCCCCC